dansyl-serine S(=O)(=O)(C1=CC=CC=2C(N(C)C)=CC=CC12)N[C@@H](CO)C(=O)O